(Z)-N-(4-(1H-tetrazol-5-yl)phenyl)-4-(5-(4-hydroxy-3,5-dimethylbenzylidene)-2,4-dioxothiazolidin-3-yl)butanamide N1N=NN=C1C1=CC=C(C=C1)NC(CCCN1C(S\C(\C1=O)=C/C1=CC(=C(C(=C1)C)O)C)=O)=O